1-(2-methylpropyl)-4-piperidone CC(CN1CCC(CC1)=O)C